N1C=NC=2N1C(C=CN2)=O [1,2,4]-triazolo[1,5-a]pyrimidine-7-one